2-methyl-3-(benzyl)benzthiazole iodide salt [I-].CC1SC2=C(N1CC1=CC=CC=C1)C=CC=C2